N-(2-pyridinylmethyl)-N'-(1H-imidazol-2-ylmethyl)-N'-(8-hydroxy-1,2,3,4-tetrahydro-2-naphthalenyl)-1,4-benzenedimethanamine N1=C(C=CC=C1)CNCC1=CC=C(C=C1)CN(C1CC2=C(C=CC=C2CC1)O)CC=1NC=CN1